N1CC(=CC2=CC=CC=C12)C#N 1,2-dihydroquinoline-3-carbonitrile